O=C1NC2=CC(=CC=C2C=C1C(=O)O)CCC 2-oxo-7-propyl-1H-quinoline-3-carboxylic acid